(4-(aminomethyl)phenyl)(azetidin-1-yl)methanone NCC1=CC=C(C=C1)C(=O)N1CCC1